C(CCCCCCC\C=C/CCCCCCCC)NC(CCCCCCC\C=C/CCCCCCCC)=O N-oleyl-oleic amide